(S,E)-N7-(1-((7-((2,4-Difluorobenzyl)oxy)-1H-indol-2-yl)methyl)-2-oxo-1,2-dihydropyridin-3-yl)-6-(2-fluorobenzamido)-N1,N1-dimethylhept-2-endiamid FC1=C(COC=2C=CC=C3C=C(NC23)CN2C(C(=CC=C2)NC([C@H](CC/C=C/C(=O)N(C)C)NC(C2=C(C=CC=C2)F)=O)=O)=O)C=CC(=C1)F